CCC(CC)C1=C(C(=CC=C1)C(CC)CC)N1C(N(C=C1)C1=C(C=CC=C1C(CC)CC)C(CC)CC)=[Pd-2](Cl)Cl [1,3-bis(2,6-di-3-pentylphenyl)imidazole-2-ylidene]palladium (II) dichloride